N-[3-[2-(difluoromethoxy)-5-[4-(dimethylcarbamoyl)phenoxy]phenyl]-1H-pyrazol-4-yl]pyrazolo[1,5-a]pyrimidine-3-carboxamide FC(OC1=C(C=C(C=C1)OC1=CC=C(C=C1)C(N(C)C)=O)C1=NNC=C1NC(=O)C=1C=NN2C1N=CC=C2)F